5-{(3R)-1-[cyclopropyl(1H-1,2,3-triazol-5-yl)methyl]-5',6'-dihydrospiro[pyrrolidine-3,4'-pyrrolo[1,2-b]pyrazol]-2'-yl}-3-(trifluoromethyl)pyridin-2-amine C1(CC1)C(N1C[C@]2(CCN3N=C(C=C32)C=3C=C(C(=NC3)N)C(F)(F)F)CC1)C1=CN=NN1